5-(8-((1R,2S)-[1,1'-bi(cyclopropane)]-2-yl)-3-Chloroimidazo[1,2-b]pyridazin-6-yl)pyrimidine-2,4(1H,3H)-dione [C@H]1([C@H](C1)C=1C=2N(N=C(C1)C=1C(NC(NC1)=O)=O)C(=CN2)Cl)C2CC2